3-[(3-bromo-2-pyridyl)methyl]-2-[(5-methoxy-2-pyridyl)methyl]isoindolin-1-one BrC=1C(=NC=CC1)CC1N(C(C2=CC=CC=C12)=O)CC1=NC=C(C=C1)OC